O=C1CN(CCN1)C(=O)O[C@H]1CC[C@@]2([C@H]3C[C@H]([C@@]4([C@H](CC[C@@]4([C@@H]3CC[C@@H]2C1)O)C=1COC(C1)=O)C)O)C (3S,5R,8R,9S,10S,12R,13S,14S,17R)-12,14-dihydroxy-10,13-dimethyl-17-(5-oxo-2,5-dihydrofuran-3-yl)hexadecahydro-1H-cyclopenta[a]phenanthren-3-yl 3-oxopiperazine-1-carboxylate